ethyl 4-[[(1S,2R)-2-hydroxyindan-1-yl]amino]-2-(3-methyl-4-methylsulfonyl-anilino)pyrimidine-5-carboxylate O[C@H]1[C@H](C2=CC=CC=C2C1)NC1=NC(=NC=C1C(=O)OCC)NC1=CC(=C(C=C1)S(=O)(=O)C)C